C(C)(C)(C)NC(=O)C1=NC=CC(=C1C)C N-(tert-butyl)-3-methylmethylpyridineamide